5-Cyano-3,4-dimethyl-N-(3-((tetrahydro-4H-pyran-4-ylidene)methyl)-1H-indazol-5-yl)picolinamide C(#N)C=1C(=C(C(=NC1)C(=O)NC=1C=C2C(=NNC2=CC1)C=C1CCOCC1)C)C